BrC=1C=C2C(=NC(=NC2=CC1F)C)N[C@H](C)C1=C(C(=CC=C1)C(F)F)C (R)-6-bromo-N-(1-(3-(difluoromethyl)-2-methylphenyl)ethyl)-7-fluoro-2-methyl-quinazolin-4-amine